OCCN1C(=NCC1)CCCCCCCC=CCCCCCCCC 1-(2-Hydroxyethyl)-2-(8-heptadecenyl)-2-imidazolin